C(C1=CC=CC=C1)[C@@H]1[C@H](C1)B1OC(C(O1)(C)C)(C)C ((1S,2R)-2-benzylcyclopropyl)-4,4,5,5-tetramethyl-1,3,2-dioxaborolane